CN(C)CCCCCCCCCCCCCC N,N-dimethyl-tetradecylamine